C(CCC)C1=C(C=CC(=C1)CCC)O 2-butyl-4-propylphenol